(R)-N-(1-(1-propenoylazepan-3-yl)-7-((1-ethylpiperidin-4-yl)oxy)-1H-benzo[d]imidazol-2-yl)-2-methylisonicotinamide C(C=C)(=O)N1C[C@@H](CCCC1)N1C(=NC2=C1C(=CC=C2)OC2CCN(CC2)CC)NC(C2=CC(=NC=C2)C)=O